NC=1CN(C(=C(N1)C1=CC=CC=C1)C=1C=C2C=NNC2=C(C1)Cl)CC1CC(C1)O 3-amino-6-(7-chloro-1H-indazol-5-yl)-N-((3-hydroxycyclobutyl)methyl)-5-phenylpyrazine